C12(CC(C1)C2)NC(=O)C=2N(C1=CC(=CC=C1C2)F)C N-{bicyclo[1.1.1]pentan-1-yl}-6-fluoro-1-methylindole-2-carboxamide